2-(3-(2-(2-hydroxyethoxy)ethoxy)phenyl)-N-(5-methyl-4-(1-(2-methylbenzoyl)indolin-5-yl)thiazol-2-yl)acetamide OCCOCCOC=1C=C(C=CC1)CC(=O)NC=1SC(=C(N1)C=1C=C2CCN(C2=CC1)C(C1=C(C=CC=C1)C)=O)C